5-(carbamoylhydroxymethyl)-uracil C(N)(=O)C(C=1C(NC(NC1)=O)=O)O